C(C1=CC=CC=C1)N1CC=2C(N(C=3N(C2CC1)C=CN3)CC3=CC=C(C=C3)CC)=O 7-benzyl-4-(4-ethylbenzyl)-6,7,8,9-tetrahydroimidazo[1,2-a]pyrido[3,4-e]pyrimidin-5(4H)-one